2-(N-[(2R)-1-benzyloxycarbonylpyrrolidine-2-carbonyl]-4-tert-butyl-anilino)-2-(3-pyridyl)acetic acid C(C1=CC=CC=C1)OC(=O)N1[C@H](CCC1)C(=O)N(C1=CC=C(C=C1)C(C)(C)C)C(C(=O)O)C=1C=NC=CC1